ClC1=NC=C(C(=C1)N1CC2(CC1)CCN(CC2)C(=O)OC(C)(C)C)C#CC=2C=NN(C2)C tert-butyl 2-(2-chloro-5-((1-methyl-1H-pyrazol-4-yl) ethynyl) pyridin-4-yl)-2,8-diazaspiro[4.5]decane-8-carboxylate